(S)-5-((((6-(2-chloro-3-(3-chloro-2-(1-methyl-3-(((((R)-oxetan-2-yl)methyl)amino)methyl)-1H-indol-6-yl)pyridin-4-yl)phenyl)-2-methoxypyridin-3-yl)methyl)amino)methyl)pyrrolidin-2-one ClC1=C(C=CC=C1C1=C(C(=NC=C1)C1=CC=C2C(=CN(C2=C1)C)CNC[C@@H]1OCC1)Cl)C1=CC=C(C(=N1)OC)CNC[C@@H]1CCC(N1)=O